C1(CC1)N1N=CC(=C1)C1CN(CC(O1)C)C=1C=C(C=2N(C(C(=C(N2)C)C)=O)C1)C1=C(C=C(C=C1)F)F 7-[2-(1-cyclopropylpyrazol-4-yl)-6-methyl-morpholin-4-yl]-9-(2,4-difluorophenyl)-2,3-dimethyl-pyrido[1,2-a]pyrimidin-4-one